((6-(cyclopropyl(methyl)amino)-2-(6-(5,5-dimethyl-6,7-dihydro-5H-pyrrolo[2,1-c][1,2,4]triazol-3-yl)pyridin-2-yl)-1-oxo-2,3-dihydro-1H-pyrrolo[3,4-c]pyridin-4-yl)methyl)(methyl)carbamate C1(CC1)N(C1=CC2=C(C(=N1)COC(NC)=O)CN(C2=O)C2=NC(=CC=C2)C=2N1C(=NN2)CCC1(C)C)C